ClC=1C=NC=C(C1[C@@H](C)OC=1C=C2C(=NN(C2=CC1F)C1OCCCC1)I)Cl 5-[(1R)-1-(3,5-dichloro-4-pyridyl)ethoxy]-6-fluoro-3-iodo-1-tetrahydropyran-2-yl-indazole